[C@H]12N(C[C@H](NC1)C2)C2=C(C=C(C=C2)F)NC(=O)C2=[N+](C(=CC=C2)C2=C(C=CC=C2OC)F)[O-] 2-((2-((1R,4R)-2,5-diazabicyclo[2.2.1]hept-2-yl)-5-fluorophenyl)carbamoyl)-6-(2-fluoro-6-methoxyphenyl)pyridine 1-oxide